2-methoxy-6a-methyl-4-oxohexahydro-2H-furo[2,3-c]pyrrole-6-carboxylate COC1CC2C(C(NC2=O)C(=O)[O-])(O1)C